BrC1=CN(C=2N=CN=C(C21)N2[C@H](CN(CC2)C(=O)OC(C)(C)C)C)S(=O)(=O)C2=CC=C(C)C=C2 tert-butyl (S)-4-(5-bromo-7-tosyl-7H-pyrrolo[2,3-d]pyrimidin-4-yl)-3-methylpiperazine-1-carboxylate